O=C1NC(CCC1N1CC2=CC=C(C=C2C1=O)CNC(OCCOC1CC1)=O)=O 2-cyclopropoxyethyl N-{[2-(2,6-dioxopiperidin-3-yl)-3-oxo-2,3-dihydro-1H-isoindol-5-yl]methyl}carbamate